methylenebismalonate C(C(C(=O)[O-])C(=O)[O-])C(C(=O)[O-])C(=O)[O-]